C(C)(C)C1=CC=C(C=C1)N1C(C2(CC2)C(N1C1=CC=C(C=C1)C(C)C)=O)=O 5,6-bis(4-isopropylphenyl)-5,6-diazaspiro[2.4]heptane-4,7-dione